tert-butyl 3-bromo-5,6-dihydro-[1,2,4]triazolo[4,3-a]pyrazine-7(8H)-carboxylate BrC1=NN=C2N1CCN(C2)C(=O)OC(C)(C)C